methyl (4-hydroxy-1-(morpholinomethyl)-7-phenoxyisoquinoline-3-carbonyl)glycinate OC1=C(N=C(C2=CC(=CC=C12)OC1=CC=CC=C1)CN1CCOCC1)C(=O)NCC(=O)OC